BrC=1C(=C2C(=NN(C(C2=CC1)=O)CC(=O)NC1=NC=C(C=N1)C#N)C(F)F)F 2-[6-bromo-4-(difluoromethyl)-5-fluoro-1-oxophthalazin-2-yl]-N-(5-cyanopyrimidin-2-yl)acetamide